(4-(docosyloxy)-3-fluorophenyl)sulfonyl-4-(4-(4-(1-ethylpiperidin-4-yl)piperazin-1-yl)piperidin-1-yl)-6-(methylsulfinyl)quinoline C(CCCCCCCCCCCCCCCCCCCCC)OC1=C(C=C(C=C1)S(=O)(=O)C1=NC2=CC=C(C=C2C(=C1)N1CCC(CC1)N1CCN(CC1)C1CCN(CC1)CC)S(=O)C)F